fluoro cytidine-3'-phosphate P(=O)(O)(O)O[C@H]1[C@H]([C@@](O[C@@H]1CO)(N1C(=O)N=C(N)C=C1)F)O